CC1=CN=C(C=N1)CNCC2=CC=C(C=C2)CN3CCCNCCNCCCNCC3 N-[1,4,8,11-tetraazacyclotetradecanyl-1,4-phenylenebis(methylene)]-(2-aminomethyl-5-methyl)pyrazine